BrC1(C(C(C=O)=CC=C1)O)O 3-bromo-2,3-dihydroxybenzaldehyde